C1CC1CCC(C2=CC(=C(C=C2)F)NC(=O)C3=CC(=NN3C4=CC=CC(=C4)CN)C(F)(F)F)(C5=CC=CC(=C5)C#N)N (+)-N-(5-(1-amino-1-(3-cyanophenyl)-3-cyclopropylpropyl)-2-fluorophenyl)-1-(3-(aminomethyl)phenyl)-3-(trifluoromethyl)-1H-pyrazole-5-carboxamide